[Si](C)(C)(C(C)(C)C)OC[C@@H]1[C@H](C[C@@](O1)(N1C(=O)NC(=O)C(C)=C1)C=CF)OC#N 5'-O-TBDMS-3'-O-cyanofluoroethenyl-thymidine